C(C)(C)(C)OC(=O)N1CC(C(C1)OCCOS(=O)(=O)CC1=CC=CC=C1)Br 3-bromo-4-(2-(toluenesulfonyloxy)ethoxy)pyrrolidine-1-carboxylic acid tert-butyl ester